OCCN1CCN(CC1)CCS(=O)(=O)O 4-[2-hydroxyethyl]-1-piperazine-ethanesulfonic acid